C(C)C(CS)CCCC 2-ethylhexyl Mercaptan